O1S(CCCN1)(=O)=O 1,2,6-oxathiazinan-2,2-dioxide